diethyl [(4-[(4-(methoxymethoxy)-3-(propan-2-yl)phenyl)methyl]-3,5-dimethylphenoxy)methyl]phosphonate COCOC1=C(C=C(C=C1)CC1=C(C=C(OCP(OCC)(OCC)=O)C=C1C)C)C(C)C